stearyl tetracosenate C(C=CCCCCCCCCCCCCCCCCCCCCC)(=O)OCCCCCCCCCCCCCCCCCC